3-bromo-4-[4-(2,6-dichlorophenyl-sulfonyl)-1-piperazinyl]benzoic acid BrC=1C=C(C(=O)O)C=CC1N1CCN(CC1)S(=O)(=O)C1=C(C=CC=C1Cl)Cl